C(C)(C)(C)OC(=O)N1[C@H](CC[C@@H](C1)NC(=O)C=1C=NC2=C(C(=CC=C2C1)Cl)F)C=1OC(=NN1)OCCOC(F)(F)F (2r,5s)-5-(7-chloro-8-fluoroquinoline-3-amido)-2-{5-[2-(trifluoromethoxy)ethoxy]-1,3,4-oxadiazol-2-yl}piperidine-1-carboxylic acid tert-butyl ester